N-(2-(3-methylisoquinolin-1-yl)propan-2-yl)-2-(1-methylpyrrolidin-2-yl)acetamide CC=1N=C(C2=CC=CC=C2C1)C(C)(C)NC(CC1N(CCC1)C)=O